N1N=CC(=C1)C1=CC=C(C=C1)NC1=NC(=NC=C1)C=1C=CC2=C(SC(=C2)C(=O)N2CC(C2)C#N)C1 1-(6-(4-((4-(1H-pyrazol-4-yl)phenyl)-amino)-pyrimidin-2-yl)benzo[b]-thiophene-2-carbonyl)-azetidine-3-carbonitrile